2-heptyl-1,3-dithiane C(CCCCCC)C1SCCCS1